tert-butyl (1R,3s,5S)-3-((4-carbamoyl-6-((5-methyl-1H-pyrazol-3-yl)amino)pyrimidin-2-yl)(methyl)amino)-9-azabicyclo[3.3.1]nonane-9-carboxylate C(N)(=O)C1=NC(=NC(=C1)NC1=NNC(=C1)C)N(C1C[C@H]2CCC[C@@H](C1)N2C(=O)OC(C)(C)C)C